CN1CC=CC(=C1NC1=CC=C(C=C1)S(F)(F)(F)(F)F)C=1N=CN(C1)C N-methyl-5-(1-methyl-1H-imidazol-4-yl)-6-((4-(pentafluoro-λ6-sulfanyl)phenyl)amino)pyridine